8'-chloro-1'-[cis-4-methoxy-4-(trifluoromethyl)cyclohexyl]-4'H,6'H-spiro[1,3-dioxolan-2,5'-[1,2,4]triazolo[4,3-a][1]benzazepine] ClC=1C=CC2=C(CC3(CC=4N2C(=NN4)C4CCC(CC4)(C(F)(F)F)OC)OCCO3)C1